(3S,4S)-(4-(difluoromethyl)-1-ethyl-3-methylpiperidin-3-yl)methanol tert-Butyl-5-((5-cyano-2,3-dihydro-1H-inden-1-yl)oxy)-3-iodo-1H-indazole-1-carboxylate C(C)(C)(C)C1=C2C(=NN(C2=CC=C1OC1CCC2=CC(=CC=C12)C#N)C(=O)OC[C@@]1(CN(CC[C@@H]1C(F)F)CC)C)I